tert-butyl (S)-((8-(2,2'-dichloro-3'-(5-formyl-6-methoxypyridin-2-yl)-[1,1'-biphenyl]-3-yl)-4-oxo-4H-pyrido[1,2-a]pyrimidin-3-yl)methyl)((5-oxopyrrolidin-2-yl)methyl)carbamate ClC1=C(C=CC=C1C1=CC=2N(C(C(=CN2)CN(C(OC(C)(C)C)=O)C[C@H]2NC(CC2)=O)=O)C=C1)C1=C(C(=CC=C1)C1=NC(=C(C=C1)C=O)OC)Cl